1-vinyl-3-benzylimidazolium chloride salt [Cl-].C(=C)N1C=[N+](C=C1)CC1=CC=CC=C1